(E)-2,6-difluoro-N-(2-methoxy-5-(4-(4-(4,4,4-trifluorobut-2-enoyl)piperazin-1-yl)pyridino[3,2-d]pyrimidin-6-yl)pyridin-3-yl)benzenesulfonamide FC1=C(C(=CC=C1)F)S(=O)(=O)NC=1C(=NC=C(C1)C=1C=CC=2N=CN=C(C2N1)N1CCN(CC1)C(\C=C\C(F)(F)F)=O)OC